4-(3-fluorophenyl)-N-((3aR,5s,6aS)-2-((tetrahydro-2H-pyran-4-yl)methyl)octahydrocyclopenta[c]pyrrol-5-yl)-5,6,7,8-tetrahydrophthalazin-1-amine FC=1C=C(C=CC1)C1=NN=C(C=2CCCCC12)NC1C[C@@H]2[C@@H](CN(C2)CC2CCOCC2)C1